O=C1N([C@H]2CC[C@@H]1C2)C=2C=C1C=C(N=CC1=CC2)NC(=O)C2CC2 N-(6-((1S,4R)-3-oxo-2-azabicyclo[2.2.1]heptan-2-yl)isoquinolin-3-yl)cyclopropanecarboxamide